C1(CC1)C=1C=CC=2N(N1)C(=CN2)C2=CC=CC(=N2)N[C@H]2CNC[C@@H]2C(F)F 6-(6-cyclopropylimidazo[1,2-b]pyridazin-3-yl)-N-((3R,4S)-4-(difluoromethyl)pyrrolidin-3-yl)pyridin-2-amine